4-(1-(3-(3-hydroxy-2-(hydroxymethyl)propoxy)-2,2-bis((3-hydroxy-2-(hydroxymethyl)propoxy)methyl)propyl)-1H-1,2,3-triazol-4-yl)butanoic acid OCC(COCC(CN1N=NC(=C1)CCCC(=O)O)(COCC(CO)CO)COCC(CO)CO)CO